(3R)-3-amino-7-[5-(tert-butylamino)-1,3,4-oxadiazol-2-yl]-5-[(4-chlorophenyl)methyl]-8-fluoro-1,1-dioxo-2,3-dihydro-1λ6,5-benzothiazepin-4-one N[C@H]1CS(C2=C(N(C1=O)CC1=CC=C(C=C1)Cl)C=C(C(=C2)F)C=2OC(=NN2)NC(C)(C)C)(=O)=O